(N-[4-amino-5-[3-(pyrrolidine-1-carbonyl)isoxazole-5-carbonyl]thiazol-2-yl]-4-fluoro-anilino)propanamide NC=1N=C(SC1C(=O)C1=CC(=NO1)C(=O)N1CCCC1)N(C1=CC=C(C=C1)F)C(C(=O)N)C